NC1=NN=C(S1)C1=C(C(=CC(=C1)Cl)C)N1N(CC=C1Br)C1=NC=CC=C1Cl N-[2-(5-amino-1,3,4-thiadiazol-2-yl)-4-chloro-6-methyl-phenyl]-5-bromo-2-(3-chloro-2-pyridyl)pyrazole